3,3',4,4'-tetra(t-butyl-peroxycarbonyl)benzophenone C(C)(C)(C)OOC(=O)C=1C=C(C(=O)C2=CC(=C(C=C2)C(=O)OOC(C)(C)C)C(=O)OOC(C)(C)C)C=CC1C(=O)OOC(C)(C)C